2-(6-(2,5-diazabicyclo[2.2.1]heptan-2-yl)pyridin-3-yl)-5-(difluoromethyl)-1,3,4-oxadiazole C12N(CC(NC1)C2)C2=CC=C(C=N2)C=2OC(=NN2)C(F)F